2-(1-(2,6-Difluoro-4-(hydroxymethyl)phenoxy)-8-((1,1,1-trifluoropropan-2-yl)oxy)isoquinolin-6-yl)-4-ethyl-5-(hydroxymethyl)-2,4-dihydro-3H-1,2,4-triazol-3-one FC1=C(OC2=NC=CC3=CC(=CC(=C23)OC(C(F)(F)F)C)N2N=C(N(C2=O)CC)CO)C(=CC(=C1)CO)F